4-methylsulfanylbutanoate CSCCCC(=O)[O-]